(n-butylsulfonyloxy-imino)benzyl cyanide C(CCC)S(=O)(=O)ON=C(C1=CC=CC=C1)C#N